NC1=NC(=NC(=C1C(=O)O)C)C1=CC=C(C=C1)OC1CCCCCC1 4-amino-2-(4-(cycloheptyloxy)phenyl)-6-methylpyrimidine-5-carboxylic acid